FC(C(=O)O)(C(=O)O)F 2,2-difluoromalonic acid